(1-methyl-1H-pyrrolo[3,2-b]pyridin-3-yl)methanone CN1C=C(C2=NC=CC=C21)C=O